O1CCOCC12CCN(CC2)C2=NC=CC(=N2)N 2-(1,4-dioxa-9-azaspiro[5.5]undec-9-yl)pyrimidin-4-amine